OC(C(=O)C1=CC=CC=C1)(C(C=C)C)C 2-hydroxy-2,3-dimethyl-1-phenylpent-4-en-1-one